tert-Butyl 2-methyl-3-(trifluoromethylsulfonyloxy)-5,7-dihydro-4H-pyrazolo[3,4-c]pyridine-6-carboxylate CN1N=C2CN(CCC2=C1OS(=O)(=O)C(F)(F)F)C(=O)OC(C)(C)C